C1(=CC=CC=C1)C1C=CC2=CC=CC=C12 phenyl-1H-inden